FC(C(C(F)(F)F)OC1=CC=C(C=C1)C1(NC(CC1)(C)C)C)(F)F 2-(4-((1,1,1,3,3,3-hexafluoropropane-2-yl)oxy)phenyl)-2,5,5-trimethylpyrrolidin